C12(CC3CC(CC(C1)C3)C2)NCCCCCC#CC=2C=CC3=C(C(=CO3)C3C(NC(CC3)=O)=O)C2 3-(5-(7-((adamantan-1-yl)amino)hept-1-yn-1-yl)benzofuran-3-yl)piperidine-2,6-dione